C1CN(N=C1C2=CC=CC=C2)C3=CC=CC=C3 1,3-diphenylpyrazoline